(7S)-4,7,8-trimethyl-2-(((1-((R)-2-phenylpropyl)-1H-pyrazol-4-yl)methyl)amino)-7,8-dihydropteridin-6(5H)-one CC1=NC(=NC=2N([C@H](C(NC12)=O)C)C)NCC=1C=NN(C1)C[C@H](C)C1=CC=CC=C1